C1(CC1)[C@H]1CN(CCN1)C=1N=NC(=CN1)C1=C(C=C(C=C1)C=1OC=CN1)O 2-{3-[(3S)-3-cyclopropylpiperazin-1-yl]-1,2,4-triazin-6-yl}-5-(1,3-oxazol-2-yl)phenol